CNS(=O)(=O)O[C@@H]1OC(O[C@H]1C1=C(C=CC=C1)[N+](=O)[O-])=O ((4S,5S)-5-(2-nitrophenyl)-2-oxo-1,3-dioxolan-4-yl) methylaminosulfonate